P(O)(O)=O.O(C1=CC=CC=C1)C1=C(C=C(NC=CC(=O)N)C=C1)CN1N=CC=C1 4-Phenoxy-3-(1H-pyrazol-1-ylmethyl)anilineacrylamide phosphonic acid salt